15,22-dioxo-2,5,8,11,18,24,27,30-octaoxa-14,21-diazadotriacontan-32-oic acid O=C(NCCOCCOCCOCCOC)CCOCCNC(COCCOCCOCC(=O)O)=O